7-bromo-2,2-dimethylheptanoic acid tert-butyl ester C(C)(C)(C)OC(C(CCCCCBr)(C)C)=O